1-[(4-aminophenyl)azo]-7-(trimethylammonio)-2-naphthol chloride [Cl-].NC1=CC=C(C=C1)N=NC1=C(C=CC2=CC=C(C=C12)[N+](C)(C)C)O